Tert-butyl 2-((2-(5-((dibenzo[b,d]furan-2-ylmethyl)amino)-6-oxo-2-phenylpyrimidin-1(6H)-yl)acetamido)methyl)-6,7-dihydrothieno[3,2-c]pyridine-5(4H)-carboxylate C1=C(C=CC=2OC3=C(C21)C=CC=C3)CNC3=CN=C(N(C3=O)CC(=O)NCC3=CC=2CN(CCC2S3)C(=O)OC(C)(C)C)C3=CC=CC=C3